N-[(6-Amino-2-pyridyl)sulfonyl]-6-tert-butyl-5-(2-cyclopentyl-1,2-dihydroxyethyl)-2-[(4S)-2,2,4-trimethylpyrrolidin-1-yl]pyridin-3-carboxamid NC1=CC=CC(=N1)S(=O)(=O)NC(=O)C=1C(=NC(=C(C1)C(C(O)C1CCCC1)O)C(C)(C)C)N1C(C[C@@H](C1)C)(C)C